(R)-chroman-4-amine hydrochloride Cl.O1CC[C@H](C2=CC=CC=C12)N